1-methyl-3-(1-methyl-2-trifluoromethyl-5-cyano-indol-3-yl)quinoxalin-2(1H)-one CN1C(C(=NC2=CC=CC=C12)C1=C(N(C2=CC=C(C=C12)C#N)C)C(F)(F)F)=O